N-methylbenzo[d]-thiazole-5-carboxamide CNC(=O)C=1C=CC2=C(N=CS2)C1